C(C)(C)(C)OC(=O)N1N=C(C=C1C1CC1)NC=1CC(C(=CC1)C1=CN=C(S1)[C@@H]1CC[C@H](CC1)NC(=O)OC(C)C)=NS(=O)(=O)C1CC1 trans-5-cyclopropyl-3-[3-(cyclopropylsulfonylimino)-4-[2-[4-(isopropoxycarbonylamino)cyclohexyl]thiazol-5-yl]anilino]pyrazole-1-carboxylic acid tert-butyl ester